CON(C(=O)C=1OC(=CC1)CN1CCCCC1)C N-methoxy-N-methyl-5-(piperidin-1-ylmethyl)furan-2-carboxamide